N-(2-(5-fluoro-1H-indol-3-yl)ethyl)-N-propylpropan-1-amine FC=1C=C2C(=CNC2=CC1)CCN(CCC)CCC